ClC1=C(C(=CC=C1[N+](=O)[O-])Cl)B(O)O 2,6-DICHLORO-3-NITROPHENYLBORONIC ACID